4-amino-1-(2-chlorophenyl)-7-cyclopropylpyrido[2,3-d]pyrimidin-2-one NC=1C2=C(N(C(N1)=O)C1=C(C=CC=C1)Cl)N=C(C=C2)C2CC2